octafluoropropane sulfur [S].FC(C(C(F)(F)F)(F)F)(F)F